N-[(6-Amino-2-pyridyl)sulfonyl]-2-[(2S,5R)-2,5-dimethylpyrrolidin-1-yl]-6-(4-isobutoxyphenyl)pyridin-3-carboxamid NC1=CC=CC(=N1)S(=O)(=O)NC(=O)C=1C(=NC(=CC1)C1=CC=C(C=C1)OCC(C)C)N1[C@H](CC[C@H]1C)C